diethylaminocopper dithioformate C(=S)[S-].C(C)N(CC)[Cu+]